ClC1=NC(=C2NC(=NC2=N1)C=1C=NN(C1)CC1=CC(=CC=C1)C(F)(F)F)Cl 2,6-dichloro-8-[1-[[3-(trifluoromethyl)phenyl]methyl]pyrazol-4-yl]-7H-purine